4-((1-(4-(2-(3-aminopyrazin-2-yl)-5-(6-methoxypyridin-3-yl)-3H-imidazo[4,5-b]pyridin-3-yl)benzyl)piperidin-4-yl)amino)pyrimidine-2-carbonitrile NC=1C(=NC=CN1)C1=NC=2C(=NC(=CC2)C=2C=NC(=CC2)OC)N1C1=CC=C(CN2CCC(CC2)NC2=NC(=NC=C2)C#N)C=C1